2,7-dichloro-4-((1R,5S)-8,8-difluoro-3-azabicyclo[3.2.1]oct-3-yl)-8-fluoropyrido[4,3-d]pyrimidine ClC=1N=C(C2=C(N1)C(=C(N=C2)Cl)F)N2C[C@H]1CC[C@@H](C2)C1(F)F